C1(=CC=CC=C1)N(C#N)C1=CC=CC=C1 N,N-diphenyl-cyanamide